FC=1C=C(C(=O)O)C=CC1NC([C@@H](C1=CC=2C(CCC(C2C=C1)(C)C)(C)C)O)=O 3-Fluoro-4-[(R)-2-hydroxy-2-(5,5,8,8-tetramethyl-5,6,7,8-tetrahydro-naphthalen-2-yl)-acetyl-amino]-benzoic acid